2-amino-4-((R)-5-chloro-3-(((S)-2-(difluoromethylidene)tetrahydro-1H-pyrrolizin-7a(5H)-yl)methoxy)-7,9-dihydrofuro[3,4-f]quinazolin-6-yl)-7-fluorobenzo[b]thiophene-3-carbonitrile NC1=C(C2=C(S1)C(=CC=C2C=2C1=C(C=3C=NC(=NC3C2Cl)OC[C@]23CCCN3CC(C2)=C(F)F)COC1)F)C#N